NC=1SC2=C(N1)C=CC(=C2)N(C(=O)NC2=CC=C(C=C2)Cl)CCN2CCC(CC2)C 1-(2-aminobenzo[d]thiazol-6-yl)-1-[2-(4-methylpiperidin-1-yl)ethyl]-3-(4-chlorophenyl)urea